2-acetyl-phenyl-boric acid C(C)(=O)C1=C(C=CC=C1)OB(O)O